FC=1C=C(C=C(C1)F)C1=CC=CC=C1 3,5-difluoro-[1,1'-biphenyl]